ClC=1C2=C(SC1C(=O)N[C@H](C(=O)O)CC1=CC=CC=C1)C=C(C(=C2)F)F (S)-2-(3-chloro-5,6-difluorobenzo[b]thiophene-2-carboxamido)-3-phenylpropanoic acid